C(C)(C)(C)[S@@](=O)\N=C/1\C2=CC=C(C=C2CC12CCN(CC2)C(=O)OC(C)(C)C)Cl tert-butyl (R,E)-1-((tert-butylsulfinyl)imino)-5-chloro-1,3-dihydro-spiro[indene-2,4'-piperidine]-1'-carboxylate